O=C1NC(CCC1N1C(C2=CC=C(C=C2C1)NC(=O)N1CCC=2C=NC=CC21)=O)=O N-(2-(2,6-dioxopiperidin-3-yl)-1-oxoisoindolin-5-yl)-2,3-dihydro-1H-pyrrolo[3,2-c]pyridine-1-carboxamide